2-(4,4,5,5-tetramethyl-1,3,2-dioxaborolan-2-yl)cyclopent-1-ene-1-carbonitrile CC1(OB(OC1(C)C)C1=C(CCC1)C#N)C